C12CN(CC(CC1)N2)C=2C1=C(N=C(N2)OCC23CCCN3C3C(C2)COC3)C(=C(N=C1)C1=CC=C(C3=CC=CC(=C13)F)O)F 4-(4-(3,8-diazabicyclo[3.2.1]octan-3-yl)-8-fluoro-2-((hexahydro-1H-furo[3,4-b]pyrrolizin-7a(5H)-yl)methoxy)pyrido[4,3-d]pyrimidin-7-yl)-5-fluoronaphthalen-1-ol